COC(CC1=C(C=CC(=C1)NC=1N=CC2=C(N(C(N(C2)C2=C(C=CC=C2C)C)=O)CCCCO)N1)N1CCN(CC1)C)=O [5-[6-(2,6-Dimethyl-phenyl)-8-(4-hydroxy-butyl)-7-oxo-5,6,7,8-tetrahydro-pyrimido[4,5-d]pyrimidin-2-ylamino]-2-(4-methyl-piperazin-1-yl)-phenyl]-acetic acid methyl ester